[Si](C)(C)(C(C)(C)C)O[C@H]1C(N([C@@H](C1)CO[Si](C)(C)C(C)(C)C)C(=O)OC(C)(C)C)=O tert-butyl (3R,5S)-3-{[tert-butyl(dimethyl)silyl]oxy}-5-({[tert-butyl(dimethyl)silyl]oxy}methyl)-2-oxopyrrolidine-1-carboxylate